CC(C)(C#C)NC(OCCCC)=O butyl (2-methylbut-3-yn-2-yl)carbamate